2-chloro-3-(5-(2,6-difluorophenyl)-4-methyl-4H-1,2,4-triazol-3-yl)-5-methoxypyridine ClC1=NC=C(C=C1C1=NN=C(N1C)C1=C(C=CC=C1F)F)OC